C1(C#CO1)OC1C#CO1 epoxypropargylether